6-(4-amino-5-fluoropyrimidin-2-yl)-7-fluoro-2-[(4S)-4-[[6-oxo-5-(trifluoromethyl)-1H-pyridazin-4-yl]amino]pentyl]isoquinolin-1-one NC1=NC(=NC=C1F)C=1C=C2C=CN(C(C2=CC1F)=O)CCC[C@H](C)NC=1C=NNC(C1C(F)(F)F)=O